C(C)(=O)N[C@H](COCC1=CC=CC=C1)C(=O)N1CCN(CC1)C(=O)C1=CC2=CC=C(C=C2C=C1)O 4-(N-acetyl-O-benzyl-D-seryl)-1-(6-hydroxy-beta-naphthoyl)piperazine